triethylene glycol-bis[3-(3-tert-butyl-4-hydroxy-5-methylphenyl) propionate] C(C)(C)(C)C=1C=C(C=C(C1O)C)CCC(=O)OCCOCCOCCOC(CCC1=CC(=C(C(=C1)C)O)C(C)(C)C)=O